O=C1NC(CCC1N1C(C2=CC=C(C=C2C=N1)C1(CCN(CC1)C(=O)OC(C)(C)C)O)=O)=O tert-butyl 4-(2-(2,6-dioxopiperidin-3-yl)-1-oxo-1,2-dihydrophthalazin-6-yl)-4-hydroxypiperidine-1-carboxylate